BrC=1C=NN2C1N=C(N=C2NCC2=NC1=C(N2COCC[Si](C)(C)C)C=CC=C1)S(=O)(=O)C 2-({[8-bromo-2-(methylsulfonyl)pyrazolo[1,5-a][1,3,5]triazin-4-yl]amino}methyl)-1-{[2-(trimethylsilyl)ethoxy]methyl}-1H-benzimidazol